C(C)(C)(C)OC(N[C@@H]1C2=CC=CC=C2CC12CCN(CC2)C2=NC(=C(C(=N2)C(N)=O)C2=C(C(=NC=C2)F)Cl)C)=O ((S)-1'-(5-(3-chloro-2-fluoropyridin-4-yl)-4-carbamoyl-6-methylpyrimidin-2-yl)-1,3-dihydrospiro[inden-2,4'-piperidin]-1-yl)carbamic acid tert-butyl ester